FC(C(=O)O)(F)F.CNC1C2CC3(CC(CC1C3)C2)O 4-(methylamino)adamantan-1-ol trifluoroacetate